C1C=CONC1=O oxazinone